OCCCC[C@@H](C1=CC=C(C=C1)OC1=CC=CC=C1)NC(OCC1=CC=CC=C1)=O benzyl (S)-(5-hydroxy-1-(4-phenoxyphenyl)pentyl)carbamate